C(C)C=1C(=NC=C(C1)[N+](=O)[O-])N 3-ethyl-5-nitro-pyridin-2-amine